1-{3-[(1H-Imidazol-1-yl)methyl]-4-phenoxyphenyl}-3-phenyl-1,3,5-triazinan-2,4,6-trion N1(C=NC=C1)CC=1C=C(C=CC1OC1=CC=CC=C1)N1C(N(C(NC1=O)=O)C1=CC=CC=C1)=O